N-((S)-(7-((R)-Cyclopropyl((R*)-4,4,4-trifluoro-3-methylbutanamido)methyl)imidazo[1,2-b]pyridazin-2-yl)(4,4-difluorocyclohexyl)methyl)-1-isopropyl-1H-pyrazole-5-carboxamide C1(CC1)[C@H](C1=CC=2N(N=C1)C=C(N2)[C@@H](NC(=O)C2=CC=NN2C(C)C)C2CCC(CC2)(F)F)NC(C[C@H](C(F)(F)F)C)=O |o1:36|